N-(7-(3,4-dimethoxyphenyl)pyrazolo[1,5-a]pyrimidin-2-yl)-4-morpholinobicyclo[2.2.2]octane-1-carboxamide COC=1C=C(C=CC1OC)C1=CC=NC=2N1N=C(C2)NC(=O)C21CCC(CC2)(CC1)N1CCOCC1